C(C)OC(=O)C1=NC=CN=C1C(F)(F)F 3-trifluoromethyl-2-pyrazinecarboxylic acid ethyl ester